Isopropenyl-3-oxo-1-cyclohexene C(=C)(C)C1=CC(CCC1)=O